C(CCCCCC)C(CCCCCCC)OC(CCCN(CCCC(=O)OC(CCCCCCC)CCCCCCC)C(=O)SC1CN(CC1)C)=O 1-heptyloctyl 4-[[4-(1-heptyloctoxy)-4-oxo-butyl]-(1-methylpyrrolidin-3-yl)sulfanylcarbonyl-amino]butanoate